BrC1=C(C(=CC=C1)Br)CCO 2-(2,6-dibromophenyl)ethane-1-ol